(3R,4S)-1-(4-aminopyrimidin-2-yl)-3-fluoro-3-methylpiperidin-4-ol NC1=NC(=NC=C1)N1C[C@@]([C@H](CC1)O)(C)F